CC1C=CCCOS1(=O)=O 1-methyl-2-pentene-1,5-sultone